(R)-(-)-5-(hydroxymethyl)-2-pyrrolidinone C1CC(=O)N[C@H]1CO